(Z)-5-(1-bromo-2-phenylvinyl)-3-methylenedihydrofuran-2(3H)-one Br\C(=C/C1=CC=CC=C1)\C1CC(C(O1)=O)=C